N-(tert-Butoxycarbonyl)-O-(4-(5,6,7,8-tetrahydro-1,8-naphthyridin-2-yl)butyl)homoserine C(C)(C)(C)OC(=O)N[C@@H](CCOCCCCC1=NC=2NCCCC2C=C1)C(=O)O